3-(3,4-Difluoro-2-methoxyphenyl)-5-methyltetrahydrofuran-2-carboxylic acid FC=1C(=C(C=CC1F)C1C(OC(C1)C)C(=O)O)OC